2-(4-azidophenyl)-5-methylsulfanyl-1,3,4-oxadiazole N(=[N+]=[N-])C1=CC=C(C=C1)C=1OC(=NN1)SC